1-(1-(3-bromo-2,5-difluorophenyl)-3-methyl-1H-1,2,4-triazol-5-yl)-N-methylcyclopropan-1-amine BrC=1C(=C(C=C(C1)F)N1N=C(N=C1C1(CC1)NC)C)F